2-(((R)-3-((3-((4-chloro-2-fluorobenzyl)oxy)-4-fluorophenyl)amino)pyrrolidin-1-yl)methyl)-1-(ethyl)-1H-benzo[d]imidazole-6-carboxylic acid ClC1=CC(=C(COC=2C=C(C=CC2F)N[C@H]2CN(CC2)CC2=NC3=C(N2CC)C=C(C=C3)C(=O)O)C=C1)F